O=C1NC(CCC1N1C(C2=CC(=C3C(=C2C1)OCC3)OC(N(C3=C(C=CC(=C3)OC(F)(F)F)F)C)=O)=O)=O.FC3(S(=O)(=O)CC(C3CF)(F)F)F 2,2,4,4-tetrafluoro-3-(fluoromethyl)sulfolane (7-(2,6-dioxopiperidin-3-yl)-6-oxo-3,6,7,8-tetrahydro-2H-furano[2,3-e]isoindol-4-yl)methyl(2-fluoro-5-(trifluoromethoxy)phenyl)carbamate